CC1=C(CNN)C(=CC=C1)C 2,6-dimethylbenzylhydrazine